2-(1,2,3,5,6,7-hexahydro-s-indacen-4-yl)-N-[(1-methyl-1H-pyrazol-4-yl)({[(2S)-1-methylpyrrolidin-2-yl]methyl})sulfamoyl]acetamide C1CCC2=C(C=3CCCC3C=C12)CC(=O)NS(N(C[C@H]1N(CCC1)C)C=1C=NN(C1)C)(=O)=O